5-fluoro-6-methylpyridinecarbonitrile FC=1C=CC(=NC1C)C#N